2-methoxy-2-(4-methylphenyl)oxirane COC1(OC1)C1=CC=C(C=C1)C